ClC=1C(=C(C(=CC1)C(F)F)C1=CN=C(C(=N1)C(=O)OCC)CC)F ethyl 6-(3-chloro-6-(difluoromethyl)-2-fluorophenyl)-3-ethylpyrazine-2-carboxylate